5-Hydroxy-docosanoic acid OC(CCCC(=O)O)CCCCCCCCCCCCCCCCC